(9H-fluoren-9-yl) methyl-(2,5-pyrrolidinedione-1-yl) carbonate C(OC1C2=CC=CC=C2C=2C=CC=CC12)(ON1C(C(CC1=O)C)=O)=O